FC1(C(CC1)C=1C(=NN(N1)C)C(=O)O)F 2,2-difluorocyclobutyl-(methyl)-2H-1,2,3-triazole-4-carboxylic acid